(R)-1-(2-fluoro-5-(trifluoromethoxy)phenyl)ethan-1-amine HCl Cl.FC1=C(C=C(C=C1)OC(F)(F)F)[C@@H](C)N